6-amino-4-(cyclopropylmethoxy)nicotinonitrile NC1=NC=C(C#N)C(=C1)OCC1CC1